C(C)(C)(C)OC(NC1=C(C=C(C=C1)C=1SC(=CC1)C(N)=O)[N+](=O)[O-])=O N-[4-(5-carbamoyl-2-thienyl)-2-nitro-phenyl]carbamic acid tert-butyl ester